(S)-N-(5-(2-(6-(hydroxymethyl)-2,2-dimethylmorpholino)acetamido)-2-methylpyridin-3-yl)-2-(1-methyl-1H-pyrazol-4-yl)pyrazolo[5,1-b]thiazole-7-carboxamide OC[C@@H]1CN(CC(O1)(C)C)CC(=O)NC=1C=C(C(=NC1)C)NC(=O)C=1C=NN2C1SC(=C2)C=2C=NN(C2)C